Br.[N+]1(=NC=[N+](C=C1)[O-])[O-] [1,2,4]Triazine-1,4-dioxide hydrobromide